FC(=O)OCCCC Butyl fluoro-formate